2,2-difluoro-2-triphenylphosphaniumylacetate FC(C(=O)[O-])([P+](C1=CC=CC=C1)(C1=CC=CC=C1)C1=CC=CC=C1)F